C(#N)[C@H](C)N1N=C(C(=C1)NC=O)OC1CC1 (S)-N-(1-(1-cyanoethyl)-3-cyclopropoxy-1H-pyrazol-4-yl)formamide